N[C@@H]1CC[C@H](CC1)CN1N=C(C=2C1=NC(=NC2)NCCCC)C2=CC=C(C=C2)F 1-[(Trans-4-Aminocyclohexyl)methyl]-N-Butyl-3-(4-Fluorophenyl)-1h-Pyrazolo[3,4-D]pyrimidin-6-Amine